6-hydroxy-4-(6-(6-(4-(methylsulfonyl)benzyl)-3,6-diazabicyclo[3.1.1]heptan-3-yl)pyridin-3-yl)pyrazolo[1,5-a]pyridine-3-carbonitrile OC=1C=C(C=2N(C1)N=CC2C#N)C=2C=NC(=CC2)N2CC1N(C(C2)C1)CC1=CC=C(C=C1)S(=O)(=O)C